methyl 1-amino-4,4-dimethoxycyclohexanecarboxylate NC1(CCC(CC1)(OC)OC)C(=O)OC